ClC1=NC=C(C(=C1OCC(F)(F)F)N)I 2-chloro-5-iodo-3-(2,2,2-trifluoroethoxy)pyridin-4-amine